Lithio 2-fluoro-4-[4-(propan-2-yl)piperazin-1-yl]benzoate FC1=C(C(=O)O[Li])C=CC(=C1)N1CCN(CC1)C(C)C